C1(CC1)C=1C(=C(C(=O)NC)C=CC1)F 3-cyclopropyl-2-fluoro-N-methylbenzamide